[N+](=O)([O-])[O-].[Pu+4].[N+](=O)([O-])[O-].[N+](=O)([O-])[O-].[N+](=O)([O-])[O-] plutonium(IV) nitrate